N1=C(C=CC2=CC=CC=C12)C1N(CCCC1)C(=O)OC(C)(C)C tert-butyl 2-(quinolin-2-yl)piperidin-1-carboxylate